C(CC(O)(C(=O)O)CC(=O)[O-])(=O)[O-].[Ag+].[Ag+] di-silver citrate